N-(3-Cyano-4-fluoro-1H-indol-7-yl)-1-(2,2,2-trifluoroethyl)pyrazol-4-sulfonamid C(#N)C1=CNC2=C(C=CC(=C12)F)NS(=O)(=O)C=1C=NN(C1)CC(F)(F)F